Bis(trimethylsilyl)alanine C[Si](C)(C)N([C@@H](C)C(=O)O)[Si](C)(C)C